N[C@H]1[C@@H]2N(C[C@H]1CC2)C=2N(C(C1=C(N2)NC=C1C1=C(C2=C(N(N=C2C=C1)C)Cl)Cl)=O)C 2-((1R,4R,7R)-7-amino-2-aza-bicyclo[2.2.1]heptan-2-yl)-5-(3,4-dichloro-2-methyl-2H-indazol-5-yl)-3-methyl-3,7-dihydro-4H-pyrrolo[2,3-d]pyrimidin-4-one